ClC=1C=CC(=C(C1)C1=CC(N(C=C1OC)C(C(=O)O)CCC)=O)C1=NOCC1 2-{4-[5-chloro-2-(4,5-dihydro-1,2-oxazol-3-yl)phenyl]-5-methoxy-2-oxopyridin-1(2H)-yl}pentanoic acid